ClC1=C(C(=CS1)C(=O)N[C@@H]1C[C@H](C=2C1=CC(=C1C=C(N=CC21)C2CC2)S(NCC(C)C)(=O)=O)NC2=NC1=C(N2)C=CC=C1)OC |r| 5-chloro-4-methoxy-N-[trans-(7RS,9RS)-9-(1H-benzimidazol-2-ylamino)-3-cyclopropyl-5-(2-methylpropylsulfamoyl)-8,9-dihydro-7H-cyclopenta[h]isoquinolin-7-yl]thiophene-3-carboxamide